ClC=1C=C2C3=C(NC2=CC1)[C@@H](N(CC3)C3=NC(=NC(=C3)C(F)(F)F)OC)C[C@@H]3COCCC3 (1S)-6-chloro-2-[2-methoxy-6-(trifluoromethyl)pyrimidin-4-yl]-1-{[(3R)-oxan-3-yl]methyl}-2,3,4,9-tetrahydro-1H-pyrido[3,4-b]indole